O(C1=CC=CC=C1)C1CC2(C(N3[C@H](O2)CC[C@H]3C3=NC=CN=C3)=O)C1 (5'S,7a'R)-3-phenoxy-5'-(pyrazin-2-yl)tetrahydro-3'H-spiro[cyclobutane-1,2'-pyrrolo[2,1-b][1,3]oxazol]-3'-one